phenyl-(methyl)silanylbis(2-methyl-1-indenyl)titanium dichloride [Cl-].[Cl-].C1(=CC=CC=C1)[Ti](C1C(=CC2=CC=CC=C12)C)(C1C(=CC2=CC=CC=C12)C)[SiH2]C